COCCCOC1=CC=C(C=C1)C1=NOC(=N1)CC(C(=O)O)=C ((3-(4-(3-methoxypropoxy)phenyl)-1,2,4-oxadiazol-5-yl)methyl)acrylic acid